CC1C(C2=CC=CC(=C2C1)C)=O 2,4-dimethyl-2,3-dihydro-1H-inden-1-one